trans-N-(4-((5-fluoro-4-(3-(piperidin-1-yl)phenyl)pyrimidin-2-yl)amino)cyclohexyl)acetamide FC=1C(=NC(=NC1)N[C@@H]1CC[C@H](CC1)NC(C)=O)C1=CC(=CC=C1)N1CCCCC1